thiol-bisphosphonic acid S1C(=C(C=C1)P(O)(=O)O)P(O)(=O)O